1-(4-nitrophenyl)-3-(quinolin-6-yl)thiourea [N+](=O)([O-])C1=CC=C(C=C1)NC(=S)NC=1C=C2C=CC=NC2=CC1